CN(CCNC1=C2C=C(C(N(C2=CC=C1)C)=O)C(=O)NC1=NC=CC=C1)C 5-[2-(Dimethylamino)ethylamino]-1-methyl-2-oxo-N-(2-pyridyl)quinoline-3-carboxamide